perfluorobutylamine FN(C(C(C(C(F)(F)F)(F)F)(F)F)(F)F)F